C(C=C)(=O)NC=1C=C(C=CC1C(=O)N1CCOCC1)NC1=CC(=CN(C1=O)C)C=1C(=C(C=CC1)NC(C1=CC=CC=C1)=O)C N-(3-(5-((3-acrylamido-4-(morpholin-4-carbonyl)phenyl)amino)-1-methyl-6-oxo-1,6-dihydropyridin-3-yl)-2-methylphenyl)benzamide